(S)-ethyl 4-(1-(3-(3-chloro-4-cyano-2-methylphenyl)-1H-pyrazol-1-yl)propan-2-ylcarbamoyl)thiazole-2-carboxylate ClC=1C(=C(C=CC1C#N)C1=NN(C=C1)C[C@H](C)NC(=O)C=1N=C(SC1)C(=O)OCC)C